ClC1=CC=C(OC(C(=O)O)(C)C)C=C1 2-(4-chlorophenoxy)-2-methylpropionic acid